4-(((R)-3-(2-((4-(acetyl-L-valyl)piperazin-1-yl)methyl)acrylamido)piperidin-1-yl)methyl)-N-(4-(4-morpholino-7H-pyrrolo[2,3-d]pyrimidin-6-yl)phenyl)picolinamide C(C)(=O)N[C@@H](C(C)C)C(=O)N1CCN(CC1)CC(C(=O)N[C@H]1CN(CCC1)CC1=CC(=NC=C1)C(=O)NC1=CC=C(C=C1)C1=CC2=C(N=CN=C2N2CCOCC2)N1)=C